2-(2-oxo-3-((4-phenoxybenzyl)amino)-6-phenylpyrazin-1(2H)-yl)acetic acid O=C1N(C(=CN=C1NCC1=CC=C(C=C1)OC1=CC=CC=C1)C1=CC=CC=C1)CC(=O)O